C[Si](C)(C)C1=C([SiH2]1)[Si](C)(C)C bistrimethylsilylsilirene